ClC=1C=C(C=CC1)C([C@H](OC(=O)NC(C(=O)O)CCCC)C1=CC=CC=C1)(C)C ((((R)-2-(3-chlorophenyl)-2-methyl-1-phenylpropoxy)carbonyl)amino)hexanoic acid